N1CCC(CC1)O[C@H]1CN(CC1)C(=O)OC(C)(C)C tert-butyl (3R)-3-(4-piperidyloxy)pyrrolidine-1-carboxylate